FC(S(=O)(=O)OC1=CC2=C(N=C(S2)C#N)C=C1)(F)F 2-cyanobenzo[d]thiazol-6-yl trifluoromethanesulfonate